3-(5-cyclopropyl-3-(3,5-dimethyl-1H-pyrazol-4-yl)-2-(3-isopropoxyphenyl)-1H-indol-1-yl)propanoic acid C1(CC1)C=1C=C2C(=C(N(C2=CC1)CCC(=O)O)C1=CC(=CC=C1)OC(C)C)C=1C(=NNC1C)C